4-(3-hydroxy-propyloxy)chalcone tert-butyl-(3-(2-(cis-3-(trifluoromethoxy)cyclobutyl)thiazol-4-yl)bicyclo[1.1.1]pentan-1-yl)carbamate C(C)(C)(C)N(C(O)=O)C12CC(C1)(C2)C=2N=C(SC2)[C@@H]2C[C@@H](C2)OC(F)(F)F.OCCCOC2=CC=C(C=C2)\C=C\C(=O)C2=CC=CC=C2